3-[6-methyl-4-(2-methyl-2-propyl)-1-cyclohexen-1-yl]Propionaldehyde CC1CC(CC=C1CCC=O)C(C)(C)C